5-bromo-7-methyl-3-phenylquinoline-2-carbaldehyde BrC1=C2C=C(C(=NC2=CC(=C1)C)C=O)C1=CC=CC=C1